C12[C@@H]3C(OC([C@@H]3C(CC1)C2)=O)=O (2S,6R)-4-oxatricyclo[5.2.1.02,6]decane-3,5-dione